FC(C=1C=C(C=CC1F)C=1C=C2C(=NC1)C=NN2)F 6-[3-(difluoromethyl)-4-fluorophenyl]-1H-pyrazolo[4,3-b]pyridine